FC1=CC(=C(C(=C1)C(C)C)NC(=O)NS(=O)(=O)N1CCC(CC1)C)C(C)C N-((4-Fluoro-2,6-diisopropylphenyl)carbamoyl)-4-methylpiperidin-1-sulfonamid